((3aS,4R,6S,6aS)-6-(4-aminopyrrolo[2,1-f][1,2,4]triazin-7-yl)-4-cyano-2,2-dimethyltetrahydrofuro[3,4-d][1,3]dioxol-4-yl)methyl (2-chlorophenyl) (2-(octadecyloxy)ethyl) phosphate P(=O)(OC[C@]1(O[C@H]([C@@H]2OC(O[C@@H]21)(C)C)C2=CC=C1C(=NC=NN12)N)C#N)(OC1=C(C=CC=C1)Cl)OCCOCCCCCCCCCCCCCCCCCC